N-(5-(2-fluoro-4-(methylsulfonyl)phenyl)thiazolo[5,4-b]pyridin-2-yl)-5-(2-methoxyphenyl)pyridazine-4-carboxamide FC1=C(C=CC(=C1)S(=O)(=O)C)C1=CC=C2C(=N1)SC(=N2)NC(=O)C2=CN=NC=C2C2=C(C=CC=C2)OC